F[C@H]1C[C@H]2[C@@H]3C[C@@H]([C@](C(CO)=O)([C@]3(CC=C2[C@]2(CCC(C=C12)=O)C)C)O)C 6α-fluoro-17α,21-dihydroxy-16β-methylpregna-4,9(11)-diene-3,20-dione